2-Propanyl {[(3R,5aR,6S,7R,8aS)-6-({[dimethyl(2-methyl-2-propanyl)silyl]oxy}methyl)-7-(tetrahydro-2H-pyran-2-yloxy)octahydro-2H-cyclopenta[b]oxepin-3-yl]methoxy}acetate C[Si](OC[C@H]1[C@@H](C[C@@H]2OC[C@H](CC[C@@H]21)COCC(=O)OC(C)C)OC2OCCCC2)(C(C)(C)C)C